Cl.C1CCC2=C(C=3CCCC3C=C12)NC(=O)OC(C(=O)O)C [(1,2,3,5,6,7-hexahydro-s-indacen-4-yl)carbamoyl]oxylpropanoic acid hydrochloride